4-[5-(4-bromophenyl)-1-[2-(trifluoromethyl)phenyl]pyrrol-2-yl]-N-[2-(dimethylamino)ethyl]-3-methoxy-benzamide BrC1=CC=C(C=C1)C1=CC=C(N1C1=C(C=CC=C1)C(F)(F)F)C1=C(C=C(C(=O)NCCN(C)C)C=C1)OC